CNC(=O)C=1C=CC=2N(C1)C=C(N2)C(=O)N N6-methylimidazo[1,2-a]pyridine-2,6-dicarboxamide